(3-(6-(6-(difluoromethyl)imidazo[1,2-b]pyridazin-3-yl)pyrimidin-4-yl)-3-azabicyclo[3.1.0]hexane-1-yl)methanol FC(C=1C=CC=2N(N1)C(=CN2)C2=CC(=NC=N2)N2CC1(CC1C2)CO)F